C(C)(C)(C)N1C(C(CCC1=O)N1C(C2=CC=CC(=C2C1)NC1CCC2(OCCO2)CC1)=O)=O tert-butyl-3-(4-((1,4-dioxaspiro[4.5]decan-8-yl)amino)-1-oxoisoindolin-2-yl)piperidine-2,6-dione